FC=1C=C(C=CC1NC(C)=O)C1=C(C(=CC=C1)B1OC(C(O1)(C)C)(C)C)OC N-(3-fluoro-2'-methoxy-3'-(4,4,5,5-tetramethyl-1,3,2-dioxaborolan-2-yl)-[1,1'-biphenyl]-4-yl)acetamide